C(C)(C)(C)OC(=O)N[C@H](C(=O)N[C@H](C(=O)O)CC1=CC=C(C=C1)O)CC1=CC(=C(C=C1)O)O (2S)-2-[(2S)-2-[(tert-butoxycarbonyl)amino]-3-(3,4-dihydroxyphenyl)propanamido]3-(4-hydroxyphenyl)propanoic acid